Cl.C(C1=CC=CC=C1)SC1=CC=C(C=C1)NC([C@H](CC1=CC=CC=C1)NC)=O (S)-N-(4-(benzylthio)phenyl)-2-(methylamino)-3-phenylpropionamide hydrochloride